tert-butyl 3-[(10S)-4-(2-hydroxyphenyl)-1,5,6,8,12-pentazatricyclo[8.4.0.02,7]tetradeca-2,4,6-triene-12-carbonyl]azetidine-1-carboxylate OC1=C(C=CC=C1)C=1C=C2N3CCN(C[C@@H]3CNC2=NN1)C(=O)C1CN(C1)C(=O)OC(C)(C)C